2-(furan-2-yl)-1-(2-(5-phenylimidazol-2-yl)piperidin-1-yl)ethan-1-one Benzyl-(S)-(1-((4-(3H-diazirin-3-yl)butyl)amino)-3-methyl-1-oxobutan-2-yl)carbamate C(C1=CC=CC=C1)N(C(O)=O)[C@H](C(=O)NCCCCC1N=N1)C(C)C.O1C(=CC=C1)CC(=O)N1C(CCCC1)C=1NC(=CN1)C1=CC=CC=C1